ClC1=CC=C(C=C1)CNC(=O)C1=NC=C(C=C1C(C)C)N1CCOCC1 N-[(4-Chlorophenyl)-methyl]-3-isopropyl-5-morpholin-4-yl-pyridine-2-carboxylic acid amide